(2S,6S)-6-methyl-4-(2-(6-(trifluoromethyl)imidazo[1,2-a]pyridin-3-yl)pyrimidin-4-yl)morpholine-2-carboxamide C[C@@H]1O[C@@H](CN(C1)C1=NC(=NC=C1)C1=CN=C2N1C=C(C=C2)C(F)(F)F)C(=O)N